C(C)(C)(C)C=1C=C(C=C(C1O)C(C)(C)C)C1=CC(=C(C(=C1)C(C)(C)C)O)C(C)(C)C 3,3',5,5'-tetra-tert-butyl-4,4'-dihydroxybiphenyl